acryloyloxypropyl-trimethoxysilane C(C=C)(=O)OCCC[Si](OC)(OC)OC